1,5-dimethyl-3-(4,4,5,5-tetramethyl-1,3,2-dioxaborolan-2-yl)-1H-pyrazole CN1N=C(C=C1C)B1OC(C(O1)(C)C)(C)C